C1(CC1)[C@@]1(C(N(CC1)C1=C2C(=NC=C1)NC(=C2)C=2C=NN(C2)C)=O)C#N (R)-3-cyclopropyl-1-(2-(1-methyl-1H-pyrazol-4-yl)-1H-pyrrolo[2,3-b]pyridin-4-yl)-2-oxopyrrolidine-3-carbonitrile